cyanophenyl-phosphine C(#N)PC1=CC=CC=C1